tert-butyl 4-fluoro-4-[(methanesulfonyloxy)methyl]piperidine-1-carboxylate FC1(CCN(CC1)C(=O)OC(C)(C)C)COS(=O)(=O)C